C(C=C)(=O)N1C[C@@H]2COC3=C(C(N2CC1)=O)C(=NC(=C3Cl)C3=C(C=CC=C3O)F)N3[C@@H](CN(C[C@@H]3C)C)C (6aR)-8-acryloyl-4-chloro-3-(2-fluoro-6-hydroxyphenyl)-1-((2R,6S)-2,4,6-trimethylpiperazin-1-yl)-6,6a,7,8,9,10-hexahydro-12H-pyrazino[2,1-c]pyrido[3,4-f][1,4]oxazepin-12-one